2-ethyl-2-methyl-1,3-butanediol C(C)C(CO)(C(C)O)C